2-(Chloromethyl)-5-(2-((tetrahydro-2H-pyran-2-yl)oxy)ethoxy)isonicotinonitrile ClCC=1C=C(C#N)C(=CN1)OCCOC1OCCCC1